CC1(OC=2C=CC=C(C2CC1)O)CCCC(C)C 2-Methyl-2-(4-methylpentyl)-3,4-dihydrochromen-5-ol